O[C@@H]1CN(CCC1)C(=O)C=1C=C(C=CC1)NC1=NC=C(C(=N1)NCC=1C(=NC=CC1)N(S(=O)(=O)C)C)C(F)(F)F N-{3-[({2-[(3-{[(3S)-3-hydroxypiperidin-1-yl]carbonyl}phenyl)amino]-5-(trifluoromethyl)pyrimidin-4-yl}amino)methyl]pyridin-2-yl}-N-methylmethane-sulfonamide